COC(=O)N[C@H](C(=O)N[C@@H](CC1=CC=C(C=C1)NS([O-])(=O)=O)C=1N=C(SC1)C=1SC=CC1)CC1=CC=CC=C1.C[NH+](C)C trimethylammonium (4-((S)-2-((S)-2-((methoxycarbonyl)amino)-3-phenylpropanamido)-2-(2-(thiophen-2-yl)thiazol-4-yl)ethyl)phenyl)sulfamate